BrCCCCCCCCC(OC\C=C/CCCCCC)OC\C=C/CCCCCC (Z)-1-((9-bromo-1-(((Z)-non-2-en-1-yl)oxy)nonyl)oxy)non-2-ene